C1(CC1)C1=C(N(C=2N=C(N=C(C21)N)C2=CC=C(C=C2)C)S(=O)(=O)C2=CC=C(C)C=C2)C cyclopropyl-6-methyl-2-(p-tolyl)-7-tosyl-7H-pyrrolo[2,3-d]pyrimidin-4-amine